(1S,2S,5R)-1-hydroxy-2-isopropyl-5-methyl-N-((3RS)-3,3,3-trifluoro-2-hydroxy-2-phenylpropyl)cyclohexane-1-carboxamide O[C@@]1([C@@H](CC[C@H](C1)C)C(C)C)C(=O)NCC(C(F)(F)F)(C1=CC=CC=C1)O